O=CCOC[C@H](N)C(=O)[O-] O-(2-oxoethyl)-L-serinate